C(C1=C(C(=CC(=C1)C)C1CCCCC1)O)C1=C(C(=CC(=C1)C)C1CCCCC1)O 2,2'-methylene-bis[4-methyl-6-cyclohexylphenol]